N-[4-[2-chloro-3-(4-methylpiperazin-1-yl)phenoxy]-5-ethyl-6-(6-fluoro-2-pyridyl)pyrimidin-2-yl]-1-methyl-pyrazole-4-sulfonamide ClC1=C(OC2=NC(=NC(=C2CC)C2=NC(=CC=C2)F)NS(=O)(=O)C=2C=NN(C2)C)C=CC=C1N1CCN(CC1)C